4-(6-chloro-5-fluoro-indolin-1-yl)-6-(5,6-dimethoxy-3-pyridyl)quinoline-3-carbonitrile ClC1=C(C=C2CCN(C2=C1)C1=C(C=NC2=CC=C(C=C12)C=1C=NC(=C(C1)OC)OC)C#N)F